N-(3,5-dimethyladamantan-1-yl)-1,1-diphenylmethanimine-15N CC12CC3(CC(CC(C1)(C3)C)C2)[15N]=C(C2=CC=CC=C2)C2=CC=CC=C2